O=C1C=2C=CC=NC2C=C(N1)CCCN1C2CN(CC1CC2)C=2C=CC(=NC2)C#N 5-(8-(3-(5-oxo-5,6-dihydro-1,6-naphthyridin-7-yl)propyl)-3,8-diazabicyclo[3.2.1]octan-3-yl)picolinonitrile